N-(5-tert-butyl-1,3-thiazol-2-yl)-3-(cyanoamino)cyclobutane-1-carboxamide C(C)(C)(C)C1=CN=C(S1)NC(=O)C1CC(C1)NC#N